C1=CC=C(C=C1)C/C(=N/O)/SC[C@@H](C(=O)NCC(=O)O)N The molecule is an S-conjugate in which the mercapto hydrogen of L-cysteinylglycine has been replaced by an N-hydroxy-2-phenylethanimidoyl group. It is a N-hydroxyimidothioate, a S-conjugate and a dipeptide. It derives from a L-cysteinylglycine. It is a tautomer of a S-[(Z)-N-hydroxy-2-phenylethanimidoyl]-L-cysteinylglycine zwitterion.